9-butyl-9H-carbazol C(CCC)N1C2=CC=CC=C2C=2C=CC=CC12